3-(2-chloroethyl)-4-oxo-3,4-dihydroimidazo[5,1-d][1,2,3,5]tetrazine-8-carboxamide ClCCN1N=NC=2N(C1=O)C=NC2C(=O)N